NC(CC(=O)O)C(NC(C)C(NC1C(C(C1(C)C)O)(C)C)=O)=O 3-Amino-3-({1-[(3-hydroxy-2,2,4,4-tetramethylcyclobutyl)carbamoyl]ethyl}carbamoyl)propanoic acid